C[C@@H](CC(=O)OC(C)(C)C)C(C)=O tert-butyl (3S)-3-methyl-4-oxopentanoate